3-[2-amino-2-(3,6-dihydro-2H-pyran-4-yl)ethyl]Indole-1-carboxylic acid NC(CC1=CN(C2=CC=CC=C12)C(=O)O)C=1CCOCC1